N-(4-((4-fluoro-1-(tetrahydro-2H-pyran-4-yl)piperidin-4-yl)methylamino)-3-nitrobenzenesulfonyl)benzamide FC1(CCN(CC1)C1CCOCC1)CNC1=C(C=C(C=C1)S(=O)(=O)NC(C1=CC=CC=C1)=O)[N+](=O)[O-]